[Li].C1(=CC=CC=C1)PC1=CC=CC=C1 diphenylphosphine lithium salt